C(C)NCCCCCC N-ethyl-N-n-hexylamine